BrC1=C(C=CC=C1)CC1OCC(COC1)=O 2-[(2-bromophenyl)methyl]-1,4-dioxepan-6-one